5'-O-(4,4'-dimethoxytrityl)-N4-n-tetradecanoyl-2'-deoxycytidine COC1=CC=C(C(C2=CC=C(C=C2)OC)(C2=CC=CC=C2)OC[C@@H]2[C@H](C[C@@H](O2)N2C(=O)N=C(NC(CCCCCCCCCCCCC)=O)C=C2)O)C=C1